FC(C1=C(C=NN1)C=1C=C(C(=O)OCC)C=CC1)(F)F Ethyl 3-(5-(trifluoromethyl)-1H-pyrazol-4-yl)benzoate